C1(CCCCC1)NC(NC1CCCCC1)=O dicyclohexyl-urea